acrylic acid 2-hydroxy-4-[2-bis-(trimethylsiloxy)methylsilanyl-ethyl]-cyclohexyl ester OC1C(CCC(C1)CC[SiH2]C(O[Si](C)(C)C)O[Si](C)(C)C)OC(C=C)=O